Racemic-1-(6-fluoropyridin-3-yl)-3-(isoquinolin-4-yl)-5-oxoimidazoline-4-carbonitrile FC1=CC=C(C=N1)N1CN([C@@H](C1=O)C#N)C1=CN=CC2=CC=CC=C12 |r|